3-bromo-4-(2,2-dimethylpropyl)pyridine-2-amine BrC=1C(=NC=CC1CC(C)(C)C)N